C(C)(C)(C)OC(=O)N(C(OC(C)(C)C)=O)CCCCCCC#CC1=CC=C(C=C1)[N+](=O)[O-] tert-butyl (tert-butoxycarbonyl)(8-(4-nitrophenyl)oct-7-yn-1-yl)carbamate